COC=1C(=C2C=CNC2=C(C1)C)CN1C(CC2(CCCO2)CC1)C1=CC=C(C(=O)O)C=C1 4-(8-((5-methoxy-7-methyl-1H-indol-4-yl)methyl)-1-oxa-8-azaspiro[4.5]decan-7-yl)benzoic acid